2-(2-fluoro-3,5-dimethoxy-4-methyl-phenyl)-4,4,5,5-tetramethyl-1,3,2-dioxaborolane FC1=C(C=C(C(=C1OC)C)OC)B1OC(C(O1)(C)C)(C)C